quinuclidinol C1CN2CCC1C(C2)O